3-[2-(dimethylamino) ethyl]-1H-indol-4-yl dihydrogen phosphate P(=O)(OC1=C2C(=CNC2=CC=C1)CCN(C)C)(O)O